7-(Difluoromethoxy)-2-(1-methyl-2-oxabicyclo[2.1.1]Hex-4-yl)imidazo[1,2-a]Pyridine-6-carboxylic acid phenyl ester C1(=CC=CC=C1)OC(=O)C=1C(=CC=2N(C1)C=C(N2)C21COC(C2)(C1)C)OC(F)F